3-bromo-β,β,5-trifluoro-benzenepropanoic acid BrC=1C=C(C=C(C1)F)C(CC(=O)O)(F)F